2-methyl-N-(2-methyl-4-(N-(2-methyl-1-(piperidin-4-yl)propyl)sulfamoyl)phenyl)benzamide hydrochloride Cl.CC1=C(C(=O)NC2=C(C=C(C=C2)S(NC(C(C)C)C2CCNCC2)(=O)=O)C)C=CC=C1